benzyl ((R)-1-((S)-1-(4-chloro-3-cyanophenyl)-2-hydroxyethyl)-4-(4-(1-(difluoromethyl)-1H-pyrazol-4-yl)phenyl)-4-neopentyl-5-oxoimidazolidin-2-ylidene)carbamate ClC1=C(C=C(C=C1)[C@@H](CO)N1C(N[C@](C1=O)(CC(C)(C)C)C1=CC=C(C=C1)C=1C=NN(C1)C(F)F)=NC(OCC1=CC=CC=C1)=O)C#N